ethyl (R)-3,4-bis((tert-butyldimethylsilyl)oxy)butanoate [Si](C)(C)(C(C)(C)C)O[C@H](CC(=O)OCC)CO[Si](C)(C)C(C)(C)C